C(C1=CC=CC=C1)OCC1=CC=CC=C1 benzylether